p-(trans-4-propylcyclohexyl)phenol C(CC)[C@@H]1CC[C@H](CC1)C1=CC=C(C=C1)O